C1(CCC1)N1C([C@H](CC1)C1=CC=C(C=C1)NC=1C2=C(N=C(N1)C1=C(C=CC=C1F)F)CNC2)=O (R)-4-((4-(1-cyclobutyl-2-oxopyrrolidin-3-yl)phenyl)amino)-2-(2,6-difluorophenyl)-6,7-dihydro-5H-pyrrolo[3,4-d]pyrimidin